C1(=CC=CC=C1)CCCC=C(C)C 1-phenyl-5-methyl-4-hexene